(S)-(2-methoxyphenyl)methylcyclohexylphosphine COC1=C(C=CC=C1)CPC1CCCCC1